(S)-N-(3-chloro-4-fluorophenyl)-7-fluoro-1-((5-methoxypyrimidin-2-yl)amino)-2,3-dihydro-1H-indene-4-carboxamide ClC=1C=C(C=CC1F)NC(=O)C=1C=2CC[C@@H](C2C(=CC1)F)NC1=NC=C(C=N1)OC